N-(4-(2-(pyridin-3-yl)vinyl)thiazol-2-yl)-1-(pyridin-4-ylmethyl)-1H-pyrrole-2-carboxamide N1=CC(=CC=C1)C=CC=1N=C(SC1)NC(=O)C=1N(C=CC1)CC1=CC=NC=C1